tert-Butyl (S)-3-((7-bromo-4-(ethylamino)quinolin-3-yl)carbamoyl)piperidine-1-carboxylate BrC1=CC=C2C(=C(C=NC2=C1)NC(=O)[C@@H]1CN(CCC1)C(=O)OC(C)(C)C)NCC